COC=1C=C(CN(C(=O)OC=2C=CC=C(CNN(C)C)C2)CC2=CC(=CC=C2)OC)C=CC1 5-[bis(3-methoxybenzyl)aminocarbonyloxy]dimethylaminobenzylamine